benzylidene-2-(3-chlorostyryl)oxazol-5(4H)-one C(C1=CC=CC=C1)=C1N=C(OC1=O)C=CC1=CC(=CC=C1)Cl